(2S,3R)-2-[(benzoylamino)methyl]-3-hydroxybutyric acid methyl ester COC([C@H]([C@@H](C)O)CNC(C1=CC=CC=C1)=O)=O